5-(3-(1-cyclohexyl-1H-pyrazol-4-yl)phenyl)-1H-pyrazine-3-carboxylic acid C1(CCCCC1)N1N=CC(=C1)C=1C=C(C=CC1)C=1N=C(CNC1)C(=O)O